C[C@@H]1N(C[C@H](N(C1)C(C)C=1C=C2C(N(CC2=CC1)C)=O)C)C=1C=2N=C(N(C2N(C(N1)=O)C)CC)CC#N 2-(6-((2S,5R)-2,5-dimethyl-4-(1-(2-methyl-3-oxoisoindolin-5-yl)ethyl)piperazin-1-yl)-9-ethyl-3-methyl-2-oxo-3,9-dihydro-2H-purin-8-yl)acetonitrile